3-methyl-1-pentene CC(C=C)CC